O=C1NC(CCC1N1C(C2=CC(=C(C=C2C1)CNC=1C=CC=C2CN(C(C12)=O)C(C(=O)NC=1SC=CN1)C1=C(C=CC(=C1)F)O)F)=O)=O 2-(7-(((2-(2,6-dioxopiperidin-3-yl)-6-fluoro-1-oxoisoindolin-5-yl)methyl)amino)-1-oxoisoindolin-2-yl)-2-(5-fluoro-2-hydroxyphenyl)-N-(thiazol-2-yl)acetamide